[N+](=O)([O-])C1=CC=C(CSC[C@H](NC(CC[C@H](N)C(=O)O)=O)C(=O)NCC(=O)O)C=C1 S-(4-nitrobenzyl)glutathione